2-bromo-6-chloro-4-iodo-pyridine BrC1=NC(=CC(=C1)I)Cl